C(C)OC(=O)C1=NC(=CC=C1C=1C=NN(C1C)CC12CC3CC(CC(C1)C3)C2)N2C=CC3=C2N=NC(=C3C)Cl 3-{1-[(adamantan-1-yl)methyl]-5-methyl-1H-pyrazol-4-yl}-6-{3-chloro-4-methyl-7H-pyrrolo[2,3-c]pyridazin-7-yl}pyridine-2-carboxylic acid ethyl ester